Methyl 5-(5-(dimethylcarbamoyl)-1H-imidazol-2-yl)-2,4-dimethylbenzoate CN(C(=O)C1=CN=C(N1)C=1C(=CC(=C(C(=O)OC)C1)C)C)C